3-(5-(((1S,2S)-2-(3-(1-methylpiperidin-4-yl)azetidin-1-yl)cyclohexyl)oxy)-1-oxoisoindolin-2-yl)piperidine-2,6-dione CN1CCC(CC1)C1CN(C1)[C@@H]1[C@H](CCCC1)OC=1C=C2CN(C(C2=CC1)=O)C1C(NC(CC1)=O)=O